3-(1,4-dimethyl-1H-benzo[d][1,2,3]triazol-5-yl)-3-(3-(((R)-2-ethyl-2,3-dihydronaphtho[2,3-f][1,4]oxazepin-4(5H)-yl)methyl)-4-methylphenyl)-2,2-dimethylpropanoic acid CN1N=NC2=C1C=CC(=C2C)C(C(C(=O)O)(C)C)C2=CC(=C(C=C2)C)CN2C[C@H](OC1=C(C2)C=C2C=CC=CC2=C1)CC